C1(CCCCC1)[C@H](NS(=O)(=O)C=1C=NC(=CC1)OC(C)C)C1=CC(=CC(=C1)Cl)Cl (S)-N-(cyclohexyl-(3,5-dichlorophenyl)methyl)-6-isopropoxypyridine-3-sulfonamide